(Z)-3-(10-ethyl-10H-phenothiazin-3-yl)-2-formyl-acrylonitrile C(C)N1C2=CC=CC=C2SC=2C=C(C=CC12)\C=C(\C#N)/C=O